3-(5-(4-((4'-chloro-[1,1'-biphenyl]-2-yl)methyl)-3,3-dimethylpiperazine-1-carbonyl)-1-oxoisoindolin-2-yl)piperidine-2,6-dione ClC1=CC=C(C=C1)C1=C(C=CC=C1)CN1C(CN(CC1)C(=O)C=1C=C2CN(C(C2=CC1)=O)C1C(NC(CC1)=O)=O)(C)C